3-(methyl((5-(5-(trifluoromethyl)-1,2,4-oxadiazol-3-yl)pyridin-2-yl)methyl)amino)-4-(phenylamino)cyclobut-3-ene-1,2-dione CN(C=1C(C(C1NC1=CC=CC=C1)=O)=O)CC1=NC=C(C=C1)C1=NOC(=N1)C(F)(F)F